1-(4-amino-5-bromo-6-(1H-pyrazol-1-yl)pyrimidin-2-yl)-1H-pyrazol-4-ol NC1=NC(=NC(=C1Br)N1N=CC=C1)N1N=CC(=C1)O